Tert-butyl-2-((3R,4S)-3-fluoro-4-methoxypiperidin-1-yl)pyrimidin-4-amine C(C)(C)(C)C=1C(=NC(=NC1)N1C[C@H]([C@H](CC1)OC)F)N